COC(=O)C1=CNC(=C1)B1OC(C(O1)(C)C)(C)C.C1(=CC=CC=C1)N(C1=C(C=CC=C1)CC)C1=CC=CC=C1 N,N-diphenyl-ethyl-aniline methyl-5-(4,4,5,5-tetramethyl-1,3,2-dioxaborolan-2-yl)-1H-pyrrole-3-carboxylate